C(#N)N1C[C@@H](CC1)NC(=O)C=1N=C2N(C=C(C=C2)C=2C(=NOC2C)C)C1F (R)-N-(1-cyanopyrrolidin-3-yl)-6-(3,5-dimethylisoxazol-4-yl)-3-fluoroimidazo[1,2-a]pyridine-2-carboxamide